3-methyl-4-phenoxyphenyl-3-pyridin-2-ylurea CC=1C=C(C=CC1OC1=CC=CC=C1)NC(=O)NC1=NC=CC=C1